C(#N)C1=C(C=CC=C1)CC(=O)NC=1C=C(C(=O)NC2=CC=C(C=C2)S(NC2=CC=CC=C2)(=O)=O)C=CC1 3-(2-(2-cyanophenyl)acetamido)-N-(4-(N-phenylsulfamoyl)phenyl)benzamide